FC(C1=CC(=C(C=C1)B1OC(C(O1)(C)C)(C)C)OC)F 2-(4-(difluoromethyl)-2-methoxyphenyl)-4,4,5,5-tetramethyl-1,3,2-dioxaborolane